N-(4-(N,N-bis(4-methoxybenzyl)sulfamoyl)-2-(4-(trifluoromethyl)benzyl)-2H-indazol-6-yl)-2-(2-chlorophenyl)acetamide COC1=CC=C(CN(S(=O)(=O)C=2C3=CN(N=C3C=C(C2)NC(CC2=C(C=CC=C2)Cl)=O)CC2=CC=C(C=C2)C(F)(F)F)CC2=CC=C(C=C2)OC)C=C1